BrC=1C=CC(=NC1)COC1=NN=C(S1)NC(C1=CN=CC=C1C1=C(C=CC=C1)OC)=O N-(5-((5-bromopyridin-2-yl)methoxy)-1,3,4-thiadiazol-2-yl)-4-(2-methoxyphenyl)nicotinamide